5-[2-fluoro-5-[[1-methyl-6-oxo-4-(trifluoromethyl)pyridine-3-carbonyl]amino]-4-[(3R,5S)-3,4,5-trimethylpiperazin-1-yl]phenyl]-3,6-dihydro-2H-pyridine-1-carboxylic acid tert-butyl ester C(C)(C)(C)OC(=O)N1CCC=C(C1)C1=C(C=C(C(=C1)NC(=O)C1=CN(C(C=C1C(F)(F)F)=O)C)N1C[C@H](N([C@H](C1)C)C)C)F